4-bromo-N-(1-(5-(2-methylpyrimidin-4-yl)-5,6,7,8-tetrahydro-1,5-naphthyridin-2-yl)cyclopropyl)benzamide BrC1=CC=C(C(=O)NC2(CC2)C2=NC=3CCCN(C3C=C2)C2=NC(=NC=C2)C)C=C1